4-((3'-methyl-2',3'-dihydro-1'H-spiro[cyclohexane-1,4'-pyrimido[5',4':4,5]pyrrolo[2,1-c][1,2,4]triazin]-7'-yl)amino)benzenesulfonamide CC1C2(N3C(NN1)=CC1=C3N=C(N=C1)NC1=CC=C(C=C1)S(=O)(=O)N)CCCCC2